7-(3-(3-chloro-2-methylphenyl)-7,8-dihydro-1,6-naphthyridin-6(5H)-yl)-8-methyl-4H-pyrimido[1,2-b]pyridazin-4-one ClC=1C(=C(C=CC1)C=1C=NC=2CCN(CC2C1)C=1C(=CC=2N(N1)C(C=CN2)=O)C)C